C(C)OC(=O)N(C(C(=O)OCC)C(CC)C)CC ethyl 2-((ethoxycarbonyl)(ethyl)amino)-3-methylpentanoate